NCCCC(=O)NC=1C=CC(=C(C(=O)N[C@H](C)C2=CC=CC3=CC=CC=C23)C1)N1CCCC1 (R)-5-(4-aminobutanamido)-N-(1-(naphthalen-1-yl)ethyl)-2-(pyrrolidin-1-yl)benzamide